(S)-4-(2-(4-(2-acetyl-5-chlorophenyl)-6-oxo-3-phenylpyridazin-1(6H)-yl)-3-phenylpropionamido)benzoic acid tert-butyl ester C(C)(C)(C)OC(C1=CC=C(C=C1)NC([C@H](CC1=CC=CC=C1)N1N=C(C(=CC1=O)C1=C(C=CC(=C1)Cl)C(C)=O)C1=CC=CC=C1)=O)=O